[C@H]12[C@@H](C[C@H](CC1)O2)C(=O)C=2N=C1N(N2)[C@@H](C[C@@H]1F)C1=CC=CC=C1 ((1R,2R,4S)-7-oxabicyclo[2.2.1]hept-2-yl)((5S,7S)-7-fluoro-5-phenyl-6,7-dihydro-5H-pyrrolo[1,2-b][1,2,4]triazol-2-yl)methanone